(2S,3R,4R,5S)-3,4,5-tris(benzyloxy)-2-((benzyloxy)methyl)-1-(4-butoxyphenethyl)piperidine C(C1=CC=CC=C1)O[C@@H]1[C@@H](N(C[C@@H]([C@H]1OCC1=CC=CC=C1)OCC1=CC=CC=C1)CCC1=CC=C(C=C1)OCCCC)COCC1=CC=CC=C1